(R)-3-((6-phenyl-1H-pyrazolo[4,3-b]pyridin-3-yl)amino)-2,3-dihydrothiophene 1,1-dioxide 2,2,2-trifluoroacetate FC(C(=O)O)(F)F.C1(=CC=CC=C1)C=1C=C2C(=NC1)C(=NN2)N[C@H]2CS(C=C2)(=O)=O